ClC1=C2C(=NC(=C1C)N1CCC3(CN(C3)C(=O)OC(C)(C)C)C1)CC(OC2)(C)C tert-butyl 7-(4-chloro-3,7,7-trimethyl-5,8-dihydropyrano[4,3-b]pyridin-2-yl)-2,7-diazaspiro[3.4]octane-2-carboxylate